(1s,4s)-4-(methoxy-d3)-N-tritylcyclohexan-1-amine C(OC1CCC(CC1)NC(C1=CC=CC=C1)(C1=CC=CC=C1)C1=CC=CC=C1)([2H])([2H])[2H]